(4-(3-(dimethylamino)pyrrolidin-1-yl)-2-(dimethylphosphoryl)phenyl)-pyrimidine CN(C1CN(CC1)C1=CC(=C(C=C1)C1=NC=CC=N1)P(=O)(C)C)C